N1CCC(CC1)CC(=O)OC methyl (4-piperidyl)acetate